C(CCC)N1C(N(C(=C1)C#N)C)(C#N)C 1-butyl-2,3-dimethyl-imidazoledinitrile